ClC1=C(C=CC=C1Cl)C1=NNC2=NC(=CN=C21)N2CCC(CC2)(C)NCC2=CC(=C(C=C2)N2C(NC(CC2)=O)=O)F 1-(4-(((1-(3-(2,3-dichlorophenyl)-1H-pyrazolo[3,4-b]pyrazin-6-yl)-4-methylpiperidin-4-yl)amino)methyl)-2-fluorophenyl)dihydropyrimidine-2,4(1H,3H)-dione